[Na+].NC(C(=O)[O-])CCC(=O)[O-].[Na+] alpha-aminopentanedioic acid sodium salt